BrC1=CC=C(C=C1)CC(C(=O)C1=CC=CC=C1)C 3-(4-bromophenyl)-2-methyl-1-phenylpropan-1-one